6-(4-methoxyphenyl)-2-((2,2,2-trifluoroethyl)amino)-5,6-dihydropyrido[4,3-d]pyrimidin-7(8H)-one COC1=CC=C(C=C1)N1CC2=C(N=C(N=C2)NCC(F)(F)F)CC1=O